COC(=O)C=1C=CC2=C(N(C(=N2)CN2CCC(CC2)C2=NC(=CC=C2)OCC2=C(C=C(C=C2)C(C(C)C)=O)OC)C[C@H]2OCC2)C1 (S)-2-((4-(6-((4-isobutyryl-2-methoxybenzyl)Oxy)pyridin-2-yl)piperidin-1-yl)methyl)-1-(oxetan-2-ylmethyl)-1H-benzo[d]imidazole-6-carboxylic acid methyl ester